N6-[[1-(difluoromethylsulfonyl)-4-piperidyl]methyl]-5-fluoro-N4-methyl-N4-[(5-methyl-2-propyl-pyrazol-3-yl)methyl]pyrimidine-4,6-diamine FC(S(=O)(=O)N1CCC(CC1)CNC1=C(C(=NC=N1)N(CC=1N(N=C(C1)C)CCC)C)F)F